C12(OCC(C1)C2)COC2=C(C(=C(C=C2)NC=2C1=C(N=CN2)C=CC(=N1)N1[C@@H]2CN[C@H](C1)C2)F)Cl N-(4-((2-Oxabicyclo[2.1.1]hexan-1-yl)methoxy)-3-chloro-2-fluorophenyl)-6-((1S,4S)-2,5-diazabicyclo[2.2.1]heptan-2-yl)pyrido[3,2-d]pyrimidin-4-amine